C(C)OC=1C=C(C=CC1OC)C(CS(=O)(=O)C)N1C(C2=CC=CC(=C2C1=O)NC(C)=O)=O (-)-{2-[1-(3-ethoxy-4-methoxyphenyl)-2-methylsulfonylethyl]-4-acetylaminoisoindoline-1,3-dione}